BrC1=C(C=C(C(=C1)F)F)C 1-bromo-4,5-difluoro-2-methylbenzene